1H-benzo[d]imidazol-2-amine disulphate S(=O)(=O)(O)OS(=O)(=O)O.N1C(=NC2=C1C=CC=C2)N